ClC1=C(C=CC=C1OC)C(=O)N1C[C@@H]2CO[C@@](CN2CC1)(O)C1=NC2=C(N1)C=CC=C2 |o1:13,16| (2-chloro-3-methoxy-phenyl)-[rel-(3R,9aR)-3-(1H-benzimidazol-2-yl)-3-hydroxy-1,4,6,7,9,9a-hexahydropyrazino[2,1-c][1,4]oxazin-8-yl]methanone